FC=1C(=CC=2C3=C(NC(C2C1)=O)COC[C@H]3N(C([C@H](C3=CC=CC=C3)O)=O)C)F (S)-N-((S)-8,9-Difluoro-6-oxo-1,4,5,6-tetrahydro-2H-pyrano[3,4-c]isoquinolin-1-yl)-2-hydroxy-N-methyl-2-phenylacetamide